[N+](=O)([O-])C1=C(N(C2=CC=CC=C2)C2=CC=C(C=C2)[N+](=O)[O-])C=CC=C1 2-nitro-N-(4-nitrophenyl)-N-phenyl-aniline